O[C@@]1(C(N(CC1)C)=O)C#CC=1C=C(C=CC1)C1=NC=2C(=NC=C(C2C=C1)C#N)C (R)-2-(3-((3-hydroxy-1-methyl-2-oxopyrrolidin-3-yl)ethynyl)phenyl)-8-methyl-1,7-naphthyridine-5-carbonitrile